COC=1C=C(CC(C(=O)N)CCCCCC)C=CC1OC (3,4-dimethoxybenzyl)octanamide